3,3-Diphenyl-3H-benzo[f]chromene C1(=CC=CC=C1)C1(OC=2C=CC3=C(C2C=C1)C=CC=C3)C3=CC=CC=C3